S(=O)(=O)(O)O.CN1CC(=CC=C1)CCCCS(=O)(=O)O 1-methyl-3-(4-sulfobutyl)pyridine hydrogen sulfate